tert-butyl (3R)-3-[[2-[3-(5-azaspiro[2.3]hexan-5-yl)azetidin-1-yl]-7-chloro-8-fluoro-pyrido[4,3-d]pyrimidin-4-yl]-methyl-amino]pyrrolidine-1-carboxylate C1CC12CN(C2)C2CN(C2)C=2N=C(C1=C(N2)C(=C(N=C1)Cl)F)N([C@H]1CN(CC1)C(=O)OC(C)(C)C)C